N1C=C(C2=CC=CC=C12)CCC(=O)N 3-(1H-indol-3-yl)propionamide